Cl.C(C)O[C@@H]1CNCC[C@H]1OC=1SC2=C(N1)C=CC=C2 |r| (±)-Trans-2-((3-ethoxypiperidin-4-yl)oxy)benzo[d]thiazole-HCl